methylolpalmitic acid amide C(O)C(C(=O)N)CCCCCCCCCCCCCC